FC1(C=C(C1)C=1NC=C(N1)CC1=CC=NC=C1)C#N (trans)-1-Fluoro-3-(4-(pyridine-4-ylmethyl)-1H-imidazol-2-yl)cyclobutene-1-carbonitrile